4-chloro-6-[6-(trifluoromethyl)pyridin-3-yl]Pyrimidine (2R,3R,4S,5S,6R)-2-(allylthio)-6-(hydroxymethyl)tetrahydro-2H-pyran-3,4,5-triyl-tribenzoate C(C=C)S[C@H]1O[C@H]([C@@H]([C@@H]([C@@H]1C1=C(C(=O)O)C=CC=C1)C1=C(C(=O)O)C=CC=C1)C1=C(C(=O)O)C=CC=C1)CO.ClC1=NC=NC(=C1)C=1C=NC(=CC1)C(F)(F)F